N,N'-diethyl-piperazine dihydrochloride Cl.Cl.C(C)N1CCN(CC1)CC